FC1=C(C=CC=C1F)CN1C(CCC1CC(N1CCCC1)=O)=O 1-[(2,3-difluorophenyl)methyl]-5-(2-oxo-2-pyrrolidin-1-ylethyl)pyrrolidin-2-one